ClC=1C=C(C(=NC1)C)S(=O)(=O)NC1=C(C(=C(C=C1)F)[C@@H]1CCC=2N(C1)C=NC2C=2NC=CN2)F 5-chloro-N-[2,4-difluoro-3-[(6S)-1-(1H-imidazol-2-yl)-5H,6H,7H,8H-imidazo[1,5-a]pyridin-6-yl]phenyl]-2-methylpyridine-3-sulfonamide